N[C@@H](C(=O)O)CNC(=O)C1=CC2=NC=CC(=C2S1)C(F)F (R)-2-amino-3-(7-(difluoromethyl)thieno[3,2-b]pyridine-2-carboxamido)propanoic acid